C1(CCCCC1)N[C@H](CC1CCCCC1)C(=O)N1[C@@H](CN(CC1)C(=O)OC=1C=C2CNCC2=CC1)C(NCC=1SC=CC1)=O 2,3-dihydro-1H-isoindol-5-yl (3S)-4-(N,3-dicyclohexyl-D-alanyl)-3-[(thiophen-2-ylmethyl)carbamoyl]piperazine-1-carboxylate